ClC=1C=CC(=NC1)C1(CCCCC1)C#N (E)-1-(5-chloropyridin-2-yl)cyclohexanecarbonitrile